C1(=CC=CC=C1)[Bi](C1=CC=CC=C1)(C1=CC=CC=C1)(Cl)Cl Triphenylbismuth Dichloride